Ethyl 7-(3-cyanophenyl)-5-(2,4-dimethoxybenzylamino)-8-(2-methoxypyridin-4-yl)imidazo[1,2-c]pyrimidine-2-carboxylate C(#N)C=1C=C(C=CC1)C1=C(C=2N(C(=N1)NCC1=C(C=C(C=C1)OC)OC)C=C(N2)C(=O)OCC)C2=CC(=NC=C2)OC